C(#C)C1=CC2=C(N(C=N2)C)C=C1F 5-ethynyl-6-fluoro-1-methyl-benzo[d]imidazole